1-(1H-pyrazol-4-yl)ethan-1-one N1N=CC(=C1)C(C)=O